(1r,4r)-4-((4-methoxy-5-(1H-pyrrolo[2,3-c]pyridin-2-yl)pyrrolo[2,1-f][1,2,4]triazin-2-yl)amino)-1-methylcyclohexan-1-ol COC1=NC(=NN2C1=C(C=C2)C2=CC=1C(=CN=CC1)N2)NC2CCC(CC2)(O)C